ClCCOC1OCCCC1 2-(2-chloroethoxy)-tetrahydro-2H-pyran